(E)-N'-[4-(1-methyl-3-difluoromethyl-1H-pyrazole-5-oxy)-2,5-dimethylphenyl]-N-ethyl-N-methylformamidine CN1N=C(C=C1OC1=CC(=C(C=C1C)/N=C/N(C)CC)C)C(F)F